NC1=CC2=C(N(C(=N2)CC[C@@H](C(=O)OCC)NC([C@H](C(C)C)NC(=O)OC(C)(C)C)=O)C)C=C1 ethyl (2S)-4-(5-amino-1-methyl-benzimidazol-2-yl)-2-[[(2S)-2-(tert-butoxycarbonylamino)-3-methyl-butanoyl]amino]butanoate